FC(C(=O)O)(F)F.N[C@@H]1COCC[C@H]1C1=C(C2=NC(=CC(=C2S1)NCC=1SC=CC1)Cl)Cl 2-((3s,4r)-3-aminotetrahydro-2H-pyran-4-yl)-3,5-dichloro-N-(thiophen-2-ylmethyl)thieno[3,2-b]pyridin-7-amine trifluoroacetate